COC(C1=CC(=C(C=C1)[N+](=O)[O-])CCO)=O 3-(2-hydroxyethyl)-4-nitrobenzoic acid methyl ester